2-(trimethylsilyl)ethyl N-(2-aminoethyl)-N2-{[2-(trimethylsilyl)ethoxy]carbonyl}-L-glutaminate NCCN([C@@H](CCC(N)=O)C(=O)OCC[Si](C)(C)C)C(=O)OCC[Si](C)(C)C